2-(5-(3,5-dichloro-4-fluorophenyl)-5-(trifluoromethyl)-4,5-dihydroisoxazol-3-yl)-N-(3-methylbutan-2-yl)-2,3-dihydro-1H-pyrrolo[3,4-c]pyridine-6-carboxamide ClC=1C=C(C=C(C1F)Cl)C1(CC(=NO1)N1CC=2C=NC(=CC2C1)C(=O)NC(C)C(C)C)C(F)(F)F